C(=O)(OC(C)(C)C)N(C(=O)OC(C)(C)C)CCCOC1=CC=C(N)C=C1 4-((3-(N,N-di-Boc-amino)propyl)oxy)aniline